O[C@H](CC=1N(C=2C(=C3CC[C@@H](N(C3=CC2)C(=O)OC)C)N1)C1CCCCC1)C1=CC=CC=C1 (1R,3R)-3-((S)-2-((R)-2-Hydroxy-2-phenylethyl)-6-(methoxycarbonyl)-7-methyl-6,7,8,9-tetrahydro-3H-imidazo[4,5-f]chinolin-3-yl)cyclohexan